BrCCCCCCC(C(=O)N(CCCCCCCCCC)CCCCCCCCCC)F 8-bromo-N,N-didecyl-2-fluorooctanoamide